N,N-Dimethyl-1-(p-tolylsulfonyl)aziridine-2-carboxamide CN(C(=O)C1N(C1)S(=O)(=O)C1=CC=C(C=C1)C)C